C1(CCC(N1C(C(=O)O)CCCCCC(=O)O)=O)=O.NC(OO)(CCCCC)N Diaminodioxaoctane succinimidylsuberate